(S)-1-(4-(8-fluoro-7-(indol-1-yl)-2-((1-methylpyrrolidin-2-yl)methoxy)quinazolin-4-yl)piperazin-1-yl)prop-2-en-1-one FC=1C(=CC=C2C(=NC(=NC12)OC[C@H]1N(CCC1)C)N1CCN(CC1)C(C=C)=O)N1C=CC2=CC=CC=C12